N-(2-cyanoethyl)-7-[3-(prop-2-enamido)phenyl]quinazoline-2-carboxamide C(#N)CCNC(=O)C1=NC2=CC(=CC=C2C=N1)C1=CC(=CC=C1)NC(C=C)=O